sodium 1,4-bis(hexadecyloxy)-1,4-dioxobutane-2-sulfonate C(CCCCCCCCCCCCCCC)OC(C(CC(=O)OCCCCCCCCCCCCCCCC)S(=O)(=O)[O-])=O.[Na+]